CC=1C=C(C=CC1C)S(=O)(=O)NC1=NOC(=C1)C1=CC=CC=C1 3,4-dimethyl-N-(5-phenylisoxazol-3-yl)benzenesulfonamide